hexafluoroTitanium di-Ammonium [NH4+].[NH4+].F[Ti](F)(F)(F)(F)F